2-Cyanoethyl (((1-(5-(4-(hexyl)-1h-1,2,3-triazol-1-ylmethyl)-2-nitrophenyl)ethoxy)methoxy)propyl) diisopropylphosphoramidite C(C)(C)N(P(OCCC#N)OCCCOCOC(C)C1=C(C=CC(=C1)CN1N=NC(=C1)CCCCCC)[N+](=O)[O-])C(C)C